(2S,4r)-1-((S)-2-(1-fluorocyclopropane-1-carboxamido)-3,3-dimethylbutyryl)-4-hydroxypyrrolidin FC1(CC1)C(=O)N[C@H](C(=O)N1CC[C@H](C1)O)C(C)(C)C